dichloro[1,3-bis(2,6-di-3-pentylphenyl)imidazole-2-ylidene](3-chloropyridinyl)palladium Cl[Pd](C1=NC=CC=C1Cl)(=C1N(C=CN1C1=C(C=CC=C1C(CC)CC)C(CC)CC)C1=C(C=CC=C1C(CC)CC)C(CC)CC)Cl